NCC=1C=C(C(=O)O)C=C(C1)CN 3,5-diaminomethylbenzoic acid